N-(4-Methoxyphenyl)-N-methylbenzo[4,5]imidazo[1,2-a]pyrimidin-2-amine COC1=CC=C(C=C1)N(C1=NC=2N(C=C1)C1=C(N2)C=CC=C1)C